[Na].ClCCCCO 4-chloro-1-hydroxy-butane sodium